C12(C(=O)CC(CC1)C2(C)C)CS(=O)(=O)[O-] (+)-Camphorsulfonate